BrC=1C=C(C=CC1C(F)(F)F)[C@H]1[C@H]([C@H](CCC1)CO)C(=O)O |r| rac-(1R,2R,6S)-2-(3-bromo-4-(trifluoromethyl)phenyl)-6-(hydroxymethyl)cyclohexane-1-carboxylic acid